5-methyl-6-methyladenosine CC12N=CN([C@H]3[C@H](O)[C@H](O)[C@@H](CO)O3)C2=NC=NC1(N)C